(1R,2R)-N-(3-(6-(1-((tert-butyldimethylsilyl)oxy)but-3-en-1-yl)-4-methylpyridin-3-yl)-1,6-naphthyridin-7-yl)-2-fluorocyclopropane-1-carboxamide [Si](C)(C)(C(C)(C)C)OC(CC=C)C1=CC(=C(C=N1)C=1C=NC2=CC(=NC=C2C1)NC(=O)[C@@H]1[C@@H](C1)F)C